C(=CC1=CC=CC=C1)S(=O)(=O)[O-] Styrensulfonate